N[C@H]1CN(C[C@@H](C1)F)C(=O)C=1C=C(C=2N(C1)N=C(C2C)C=2N(C1=C(C=CC=C1C2)C2CCN(CC2)C(COC)=O)CC2CC2)F 1-(4-(2-(6-((3r,5r)-3-amino-5-fluoropiperidine-1-carbonyl)-4-fluoro-3-methylpyrazolo[1,5-a]pyridin-2-yl)-1-(cyclopropylmethyl)-1H-indol-7-yl)piperidin-1-yl)-2-methoxyethan-1-one